ClC=1C=C(OC[C@@H](/C=C/[C@H]2[C@@H](C[C@@H]3OC[C@H](CC[C@@H]32)CCCC(=O)OC(C)C)O)O)C=C(C1)F 2-Propanyl 4-[(3S,5aR,6R,7R,8aS)-6-[(1E,3R)-4-(3-chloro-5-fluorophenoxy)-3-hydroxy-1-buten-1-yl]-7-hydroxyoctahydro-2H-cyclopenta[b]oxepin-3-yl]butanoate